4-(4-(3,4-difluorophenyl)-2-(morpholinomethyl)piperazine-1-carbonyl)quinolin-2(1H)-one FC=1C=C(C=CC1F)N1CC(N(CC1)C(=O)C1=CC(NC2=CC=CC=C12)=O)CN1CCOCC1